4-(5-(4-methyl-3,4-dihydro-2H-benzo[b][1,4]oxazin-7-yl)-1-((4-methylpiperidin-4-yl)methyl)-1H-pyrrolo[2,3-c]pyridin-4-yl)benzonitrile CN1C2=C(OCC1)C=C(C=C2)C=2C(=C1C(=CN2)N(C=C1)CC1(CCNCC1)C)C1=CC=C(C#N)C=C1